4-methyl-3-(morpholinosulfonyl)-N-(2-oxo-2-phenylethyl)benzamide tert-butyl-6-(4-fluorobenzyl)-5-oxo-2,3,4,5-tetrahydro-1H-pyrrolo[3,2-b]pyridine-1-carboxylate C(C)(C)(C)OC(=O)N1CCC=2NC(C(=CC21)CC2=CC=C(C=C2)F)=O.CC2=C(C=C(C(=O)NCC(C1=CC=CC=C1)=O)C=C2)S(=O)(=O)N2CCOCC2